C(N)(=O)C=1C=C(C=CC1)C1=CC=C(C=C1)NC(=O)[C@@H]1N(CCC1)C(=O)NC1=CC=C(C=C1)C(C)C (2R)-N2-(3'-carbamoyl[1,1'-biphenyl]-4-yl)-N1-[4-(propan-2-yl)phenyl]pyrrolidine-1,2-dicarboxamide